4-(4-(2-(dimethylamino)ethoxy)phenyl)cyclohexylamine CN(CCOC1=CC=C(C=C1)C1CCC(CC1)N)C